6-benzyl-1-ethyl-2,6-diazaspiro[3.4]octane hydrochloride Cl.C(C1=CC=CC=C1)N1CC2(CNC2CC)CC1